C1(CCCC1)N1C(N(C=2C=NC(=CC21)NC2=C(C=C(C=C2)OC)C)CCOC)=O Cyclopentyl-6-((4-methoxy-2-methylphenyl)amino)-3-(2-methoxyethyl)-1,3-dihydro-2H-imidazo[4,5-c]pyridin-2-one